N1[C@@H](CC1)COC=1C=CC(=C(C(=O)NC2(CC2)C2=C3C=CC=NC3=CC=C2)C1)C (s)-5-(Azetidin-2-ylmethoxy)-2-methyl-N-(1-(quinolin-5-yl)cyclopropyl)benzamide